2-(4-chloro-3-fluorophenoxy)-N-{3-[5-(6-chloro-4-hydroxy-3,4-dihydro-2H-1-benzopyran-2-yl)-1,3,4-oxadiazol-2-yl]bicyclo[1.1.1]pent-1-yl}acetamide ClC1=C(C=C(OCC(=O)NC23CC(C2)(C3)C=3OC(=NN3)C3OC2=C(C(C3)O)C=C(C=C2)Cl)C=C1)F